(9,9-dimethyl-9H-fluoren-2-yl)amine CC1(C2=CC=CC=C2C=2C=CC(=CC12)N)C